2'-amino-5'-(2-(3-hydroxyazetidine-1-carbonyl)-1H-pyrrolo[2,3-b]pyridin-4-yl)-N,N-dimethyl-[2,3'-bipyridine]-5-carboxamide NC1=NC=C(C=C1C1=NC=C(C=C1)C(=O)N(C)C)C1=C2C(=NC=C1)NC(=C2)C(=O)N2CC(C2)O